NC=1C=C(C=CC1NC1CCCCC1)S(=O)(=O)NCCN(C)C 3-amino-4-(cyclohexylamino)-N-(2-(dimethylamino)ethyl)benzenesulfonamide